N,N-dimethyl-4-(5-(quinolin-4-yl)-1H-indol-2-yl)pyridin-2-amine CN(C1=NC=CC(=C1)C=1NC2=CC=C(C=C2C1)C1=CC=NC2=CC=CC=C12)C